1-(5-(tert-butyl)-2-(methoxymethoxy)phenyl)adamantane Sodium hydride [H-].[Na+].C(C)(C)(C)C=1C=CC(=C(C1)C12CC3CC(CC(C1)C3)C2)OCOC